(2-methyl-2-(pyridin-2-yl)propanoyl)-L-valyl-D-glutamic acid CC(C(=O)N[C@@H](C(C)C)C(=O)N[C@H](CCC(=O)O)C(=O)O)(C)C1=NC=CC=C1